2-(tetrahydro-1H-furo[3,4-c]pyrrol-5(3H)-yl)ethanamine C1OCC2C1CN(C2)CCN